3-methyl-3-phenylbutyl methanesulfonate CS(=O)(=O)OCCC(C)(C1=CC=CC=C1)C